ClC=1C=C2C=NC(=NC2=CC1C1CCN(CC1)[C@@]1([C@@H](COC1)O)C)NC=1C=NN(C1C(F)F)C1CC1 |o1:17,18| (3S,4S) or (3R,4R)-4-[4-(6-chloro-2-{[1-cyclopropyl-5-(difluoromethyl)-1H-pyrazol-4-yl]amino}quinazolin-7-yl)piperidin-1-yl]-4-methyloxolan-3-ol